methyl-6-(3-methylimidazo[2,1-b][1,3]thiazol-6-yl)-N-(2,2,6,6-tetramethylpiperidin-4-yl)[1,3]thiazolo[4,5-c]pyridin-2-amine CC1=NC(=CC2=C1N=C(S2)NC2CC(NC(C2)(C)C)(C)C)C=2N=C1SC=C(N1C2)C